5-(3,3-difluorocyclobutyl)-7-iodo-1-(oxazolidin-2-yl)-1h,4h,5h-pyrazolo[4,3-c]Pyridin-4-one FC1(CC(C1)N1C(C2=C(C(=C1)I)N(N=C2)C2OCCN2)=O)F